C(C)(C)(C)OC(=O)N1C[C@H]([C@H](C1)NC(=O)OCC(Cl)(Cl)Cl)N (3R,4S)-3-amino-4-(((2,2,2-trichloroethoxy)carbonyl)amino)pyrrolidine-1-carboxylic acid tert-butyl ester